ClC1=CC=C(C=C1)CC[C@](C(C)(C)C)(O)CN1N=CN=C1 |r| (RS)-1-(4-chlorophenyl)-4,4-dimethyl-3-(1H-1,2,4-triazol-1-ylmethyl)pentan-3-ol